C(C)(C)(C)OC(NCC1=CC=C(C=C1)OCC1CN(C(O1)C(F)(F)F)C1=CC(=C(C=C1)C#N)C(F)(F)F)=O t-Butyl-(4-((3-(4-cyano-3-(trifluoromethyl)phenyl)-2-(trifluoromethyl)oxazolidin-5-yl)methoxy)benzyl)carbamat